CC=1C=C(C=C(C1)C)C1=NC2=C3N=CC=CC3=CC=C2C=C1 3,5-di(methyl)phenyl-1,10-phenanthroline